FC=1C=2N(C=CC1C)C(=CN2)C2=C1CNC(C1=C(C=C2)NC2=NC=C(C=C2)N2C[C@H](OCC2)COC)=O (S)-4-(8-fluoro-7-methyl-imidazo[1,2-a]pyridin-3-yl)-7-((5-(2-(methoxymeth-yl)morpholino)pyridin-2-yl)amino)isoindolin-1-one